C(C)C1=C(C=CC(=C1F)F)[C@@H]1[C@H](O[C@]([C@@H]1C)(C(F)(F)F)C)C(=O)NC1=CC(=NC=C1)C(=O)N 4-[[(2S,3r,4r,5r)-3-(2-ethyl-3,4-difluoro-phenyl)-4,5-dimethyl-5-(trifluoromethyl)tetrahydrofuran-2-carbonyl]amino]pyridine-2-carboxamide